CN1CCN(CC1)C1=CC=C(CNC=2SC=CN2)C=C1 N-(4-(4-methylpiperazin-1-yl)benzyl)thiazol-2-amine